BrC=1C=C(C=C(C1OC)Cl)/C=C/CC(=O)O (E)-4-(3-Bromo-5-chloro-4-methoxyphenyl)-3-butenoic acid